CN1C=C(C=2C(N(C=CC21)CC(F)(F)F)=O)C(=O)NC2=CC=C(C=C2)N2CCOCC2 1-methyl-N-(4-(morpholin-4-yl)phenyl)-4-oxo-5-(2,2,2-trifluoroethyl)-4,5-dihydro-1H-pyrrolo[3,2-c]pyridine-3-carboxamide